BrCCNC(CP(O)(O)=O)=N 2-((2-bromoethyl)amino)-2-iminoethylphosphonic acid